ClC1=C(C=CC=C1Cl)C1=C(N=CC(=N1)CO)C 6-(2,3-dichlorophenyl)-5-methyl-2-pyrazinemethanol